C1(=CC=CC=C1)P(C1=C2OC=3C(=CC=CC3C(C2=CC=C1)(C)C)P(C1=CC=CC=C1)C1=CC=CC=C1)C1=CC=CC=C1 [5-(diphenylphosphino)-9,9-dimethyl-9H-xanthen-4-yl]Diphenylphosphane